O1-tert-butyl O4-ethyl (E)-2-acetyl-3-amino-but-2-enedioate C(C)(=O)/C(/C(=O)OC(C)(C)C)=C(/C(=O)OCC)\N